3-[[4-fluoro-3-(4,4,5,5-tetramethyl-1,3,2-dioxaborolane-2-yl)phenoxy]methyl]pentan-3-ol FC1=C(C=C(OCC(CC)(CC)O)C=C1)B1OC(C(O1)(C)C)(C)C